CC1(CC(C1)OCCOC1=NC=C(N=C1)C=1OC2=C(C=CC=C2C(C1)=O)Cl)C(=O)O methyl-3-[2-[5-(8-chloro-4-oxo-chromen-2-yl)pyrazin-2-yl]oxyethoxy]cyclobutanecarboxylic acid